COCO Methoxymethanol